ClC1=CC=C(C=C1)[C@@]1(N(C(C2=CC(=CC(=C12)F)C(=C)C)=O)CC1=NC=C(C#N)C=C1)OCC1(CC1)C#N (R)-6-((1-(4-chlorophenyl)-1-((1-cyanocyclopropyl)methoxy)-7-fluoro-3-oxo-5-(prop-1-en-2-yl)isoindolin-2-yl)methyl)nicotinonitrile